COC(CCCCC(=O)[O-])=O.[Cu+2].COC(CCCCC(=O)[O-])=O Copper methyladipate